tert-butyl 5-((4-fluorophenyl) carbamoyl thio)-4-hydroxy-6-oxo-2-(6-(trifluoromethyl) pyridin-3-yl)-2,3-dihydropyridazine-1(6H)-carboxylate FC1=CC=C(C=C1)NC(=O)SC1=C(CN(N(C1=O)C(=O)OC(C)(C)C)C=1C=NC(=CC1)C(F)(F)F)O